3-(pyrrolidin-1-yl)propionamide N1(CCCC1)CCC(=O)N